C(C)OC(CNC1CN(CC2=CC=CC=C12)C(=O)OC(C)(C)C)=O tert-Butyl 4-[(2-ethoxy-2-oxo-ethyl)amino]-3,4-dihydro-1H-isoquinoline-2-carboxylate